C(C)OC1=CC(=C(C(=C1)C)C(\C=C\C1=CC=C(C=C1)C)=O)O (E)-1-(4-Ethoxy-2-hydroxy-6-methylphenyl)-3-(4-methylphenyl)prop-2-en-1-one